5-amino-2-((5-fluoropyridin-2-yl)methyl)-8-(4-methoxy-3,5-dimethylphenyl)-7-phenyl-[1,2,4]triazolo[4,3-c]pyrimidin-3(2H)-one NC1=NC(=C(C=2N1C(N(N2)CC2=NC=C(C=C2)F)=O)C2=CC(=C(C(=C2)C)OC)C)C2=CC=CC=C2